CC(C)(C)C=1C=C(C=C(C1O)C(C)(C)C)CP([O-])([O-])=O.CC(C)(C)C=1C=C(C=C(C1O)C(C)(C)C)CP([O-])([O-])=O.[Ca+2].[Ca+2] calcium bis(((3,5-bis(1,1-dimethylethyl)-4-hydroxyphenyl)methylphosphonate))